1-{6-[5-fluoro-2-(methoxymethoxy)-4-[1-(oxan-2-yl)pyrazol-4-yl]phenyl]pyridazin-3-yl}pyrrolidin-3-amine FC=1C(=CC(=C(C1)C1=CC=C(N=N1)N1CC(CC1)N)OCOC)C=1C=NN(C1)C1OCCCC1